ethyl 4-chloro-5-methylpyrrolo[2,1-f][1,2,4]triazine-6-carboxylate ClC1=NC=NN2C1=C(C(=C2)C(=O)OCC)C